CC(CCC)OC1=CC=C(C=C1)N=NC1=CC=C(C=C1)C 1-(4-(pent-2-yloxy)phenyl)-2-(p-tolyl)diazene